O1CCN(CC1)S(=O)(=O)C1=CC=2N(C=C1)C(=NN2)[C@@H]2C[C@@H](CCC2)NC2=NC=C(C(=N2)OC2COC2)C(F)(F)F N-[(1R,3S)-3-(7-morpholinosulfonyl-[1,2,4]triazolo[4,3-a]pyridin-3-yl)cyclohexyl]-4-(oxetan-3-yloxy)-5-(trifluoromethyl)pyrimidin-2-amine